C1=CC=CC=2C3=CC=CC=C3C(=CC12)C1=CC=C(C=C1)C1=NC=C(C=N1)C1=CC=C(C=C1)C=1C2=CC=CC=C2C=2C=CC=CC2C1 2,5-bis{4-(phenanthrene-9-yl)phenyl}pyrimidine